N[C@H](C(=O)NC1=CC=C(C=C1)C=1C=NC(=C(C1)NS(=O)(=O)C1=CC=CC=C1)Cl)C(C)C (S)-2-amino-N-(4-(6-chloro-5-(phenylsulfonylamino)pyridin-3-yl)phenyl)-3-methylbutanamide